3-[(8aS)-2-[4-chloro-2-(trifluoromethyl)phenyl]-3-oxo-5,6,8,8a-tetrahydro-1H-imidazo[1,5-a]pyrazin-7-yl]-6-(2-ethoxypyridin-3-yl)-N-(oxolan-3-yl)pyridine-2-carboxamide ClC1=CC(=C(C=C1)N1C(N2[C@@H](CN(CC2)C=2C(=NC(=CC2)C=2C(=NC=CC2)OCC)C(=O)NC2COCC2)C1)=O)C(F)(F)F